benzyl 3-oxo-azaaniline-1-carboxylate O=C1NC(N)(C=CC1)C(=O)OCC1=CC=CC=C1